(3R,5R)-1-ethyl-5-methyl-3-piperidinol C(C)N1C[C@@H](C[C@H](C1)C)O